diphenyl-1,1-bis(4-hydroxyphenyl)cyclohexane C1(=CC=CC=C1)C1(CCC(CC1)(C1=CC=C(C=C1)O)C1=CC=C(C=C1)O)C1=CC=CC=C1